BrC=1C=C(C=CC1)S(=O)(=O)NCC1=C(C=C(C=C1C)C)C 3-bromo-N-(2,4,6-trimethylbenzyl)benzenesulfonamide